O[C@@H](C)[C@H]1N(C[C@H](C1)OC)C(=O)OC(C)(C)C tert-Butyl (2S,4S)-2-[(1S)-1-hydroxyethyl]-4-methoxypyrrolidine-1-carboxylate